NCC1CCN(CC1)C(=O)C1=NNC(=C1C(C)C)C=1C=C(C=2N(C1)N=CN2)C (4-(aminomethyl)piperidin-1-yl)(4-isopropyl-5-(8-methyl-[1,2,4]triazolo[1,5-a]pyridin-6-yl)-1H-pyrazol-3-yl)methanone